C(=O)OC=1C=CC23CC=CC2=CC1C3 3a,7-methanoazulen-6-yl formate